NCC(CN)S(=O)(=O)O.C(C)(=O)NC=1C=C(C(=O)NCCOC2=CC=C(C=C2)S(F)(F)(F)(F)F)C=C(N1)C 2-acetamido-6-methyl-N-(2-(4-(pentafluorosulfanyl)phenoxy)ethyl)isonicotinamide 1,3-diamino-β-propanesulfonate